CN(C1CCN(CC1)C1=C(C=C(C=C1)NC=1N=C(C2=C(N1)SC=C2C)NC=2C=C(C(=O)N)C=CC2)OC)C 3-((2-((4-(4-(dimethylamino)piperidin-1-yl)-3-methoxyphenyl)amino)-5-methylthieno[2,3-d]pyrimidine-4-yl)amino)benzamide